3-[[5-[5-(difluoromethyl)-1,3,4-oxadiazol-2-yl]-2-pyridyl]methyl]-5-[2-fluoro-3-(1-methyl-4-piperidyl)phenyl]-1,3,4-thiadiazol-2-one FC(C1=NN=C(O1)C=1C=CC(=NC1)CN1C(SC(=N1)C1=C(C(=CC=C1)C1CCN(CC1)C)F)=O)F